quinoline-2,5,8(1H)-trione N1C(C=CC=2C(C=CC(C12)=O)=O)=O